BrC1=CC(=CC2=C1OCCO2)OC2=NC=C(C=C2)C(F)(F)F 2-((8-Bromo-2,3-dihydrobenzo-[b][1,4]dioxin-6-yl)oxy)-5-(trifluoromethyl)pyridine